(5-amino-7-phenyl-8-(pyridin-4-yl)imidazo[1,2-c]pyrimidin-2-yl)isoxazole-3-carboxylic acid methyl ester COC(=O)C1=NOC=C1C=1N=C2N(C(=NC(=C2C2=CC=NC=C2)C2=CC=CC=C2)N)C1